HYDROXYCHOLEST-5-ENE OCC(C)CCC[C@@H](C)[C@H]1CC[C@H]2[C@@H]3CC=C4CCCC[C@]4(C)[C@H]3CC[C@]12C